N[C@@H]1[C@@H](OCC12CCN(CC2)C=2NC(C1=C(N2)NN=C1C1(CC1)C1=CC2=C(OC(O2)(F)F)C=C1)=O)C 6-((3S,4S)-4-amino-3-methyl-2-oxa-8-azaspiro[4.5]decan-8-yl)-3-(1-(2,2-difluorobenzo[d][1,3]dioxol-5-yl)cyclopropyl)-1,5-dihydro-4H-pyrazolo[3,4-d]pyrimidin-4-one